bipyridine C1C=CC(C2C=CC=CN=2)=NC=1